C(CC)OC(CC\C=C/CCO)OCCC (3Z)-7,7-dipropoxy-3-hepten-1-ol